FC1=C(C=C(C(=C1)CN1C(=NC=2C=NC=3N=C(C=CC3C21)OC)C)F)P(O)(O)=O (2,5-Difluoro-4-((7-methoxy-2-methyl-1H-imidazo[4,5-c][1,8]naphthyridin-1-yl)methyl)phenyl)phosphonic acid